2-methyl-4-(3,5-di-tert-butylphenyl)-5-methoxy-6-tert-butylindenyl-hafnium dichloride [Cl-].[Cl-].CC=1C(C2=CC(=C(C(=C2C1)C1=CC(=CC(=C1)C(C)(C)C)C(C)(C)C)OC)C(C)(C)C)[Hf+2]